4-{[1,2,4]triazolo[1,5-a]pyrimidin-7-yl}benzonitrile N1=CN=C2N1C(=CC=N2)C2=CC=C(C#N)C=C2